COC1=CC=C(C=C1)/C=C(/C(=O)OCC)\C ethyl (E)-3-(4-methoxyphenyl)-2-methylacrylate